2-Oxooctahydrobenzofuran-6-carboxylic acid O=C1OC2C(C1)CCC(C2)C(=O)O